3,4-diisobutylfuran C(C(C)C)C1=COC=C1CC(C)C